3,4-di(hydroxymethyl)benzoic acid OCC=1C=C(C(=O)O)C=CC1CO